ethyl 2-[4-[3-(4-bromo-3-methyl-phenyl)propoxy]-1-piperidyl]acetate BrC1=C(C=C(C=C1)CCCOC1CCN(CC1)CC(=O)OCC)C